N-[(1S)-1-(4-bromophenyl)ethyl]-4-oxo-pyrido[1,2-a]pyrimidine-2-carboxamide BrC1=CC=C(C=C1)[C@H](C)NC(=O)C=1N=C2N(C(C1)=O)C=CC=C2